(rac-(5S,7S)-7-fluoro-5-phenyl-6,7-dihydro-5H-pyrrolo[1,2-b][1,2,4]triazol-2-yl)-2,2-dimethyl-3-oxo-propionitrile F[C@H]1C[C@H](N2N=C(N=C21)C(C(C#N)(C)C)=O)C2=CC=CC=C2 |r|